(2R,5S)-5-[2-(4-chloro-3-fluoro-phenoxy)acetamido]-N-{[5-(trifluoro-methyl)-1,2-oxazol-3-yl]methyl}piperidine-2-carboxamide ClC1=C(C=C(OCC(=O)N[C@H]2CC[C@@H](NC2)C(=O)NCC2=NOC(=C2)C(F)(F)F)C=C1)F